N1=C(C=CC=C1)N1CC2(C=3C=NC(=CC31)NC(C)=O)CC2 N-(1'-(pyridin-2-yl)-1',2'-dihydrospiro[cyclopropane-1,3'-pyrrolo[3,2-c]pyridin]-6'-yl)acetamide